COC1=CC=C(C=C1)C(C1=CC=CC=C1)(C1=CC=CC=C1)N [(4-methoxyphenyl)diphenylmethyl]amine